NC=1C(=CC(=NC1)Cl)C(=O)NCC(F)(F)F 5-amino-2-chloro-N-(2,2,2-trifluoroethyl)pyridine-4-carboxamide